3-(4-amino-6-(3,3-difluoropyrrolidin-1-yl)pyrido[3,4-d]pyrimidin-8-yl)-2,4-dimethylphenol NC=1C2=C(N=CN1)C(=NC(=C2)N2CC(CC2)(F)F)C=2C(=C(C=CC2C)O)C